4'-bromo-3',5'-difluoro-3,5-ditertbutyl-1,1'-biphenyl BrC1=C(C=C(C=C1F)C1=CC(=CC(=C1)C(C)(C)C)C(C)(C)C)F